(3RS)-3-Bromotetrahydrofuran Br[C@H]1COCC1 |r|